4-((4-([1,2,4]triazolo[1,5-a]pyridin-7-yloxy)-3-methylphenyl)amino)-5-bromopyrrolo[1,2-b]pyridazine-3-carbonitrile N=1C=NN2C1C=C(C=C2)OC2=C(C=C(C=C2)NC=2C=1N(N=CC2C#N)C=CC1Br)C